BrC=1C=NN2C1N=C(C=C2C(F)(F)F)C2=CC=C(C=C2)C 3-bromo-5-(4-methylphenyl)-7-(trifluoromethyl)pyrazolo[1,5-a]pyrimidine